ClC=1N=C(NC1[C@H]1[C@H](CN(CC1)S(=O)(=O)C=CC(=O)NC1(COC1)C)C)C1=NC=C(C=C1)F 3-[[(3R,4R)-4-[4-Chloro-2-(5-fluoro-2-pyridyl)-1H-imidazol-5-yl]-3-methyl-1-piperidyl]sulfonyl]-N-(3-methyloxetan-3-yl)propenamide